N1=C(C=CC=C1)C=1C=C(C(=O)O)C=CC1 3-(pyridin-2-yl)benzoic acid